C(C=C)(=O)OCCSC1=CC=CC=C1 2-(phenylthio)ethyl acrylate